NC1=C(C(=O)N)C=CC=C1 Amino-benzamide